6-(piperazin-1-yl)-2,3,4,8-tetrahydro-7H-thiopyrano[2,3-b]pyridin-7-one hydrochloride Cl.N1(CCNCC1)C1=CC2=C(NC1=O)SCCC2